3,3-dimethyl-2-carbonyl-butyric acid CC(C(C(=O)O)=C=O)(C)C